4-[4-cyano-6-(7-cyano-2-methyl-indazol-5-yl)-1,3-benzothiazol-2-yl]-3,6-dihydro-2H-pyridine-1-carboxylic acid tert-butyl ester C(C)(C)(C)OC(=O)N1CCC(=CC1)C=1SC2=C(N1)C(=CC(=C2)C2=CC1=CN(N=C1C(=C2)C#N)C)C#N